benzyldi-1-adamantylphosphine C(C1=CC=CC=C1)P(C12CC3CC(CC(C1)C3)C2)C23CC1CC(CC(C2)C1)C3